dicarboxyl-glycerol copper-zirconium [Zr].[Cu].C(=O)(O)C(C(C(O)C(=O)O)O)O